N-{[4-(piperidine-1-sulfonyl)phenyl]methyl}-1,6-naphthyridine N1(CCCCC1)S(=O)(=O)C1=CC=C(C=C1)CN1CC=CC2=CN=CC=C12